CC1=NNC(=NN1)C1=CC=CC=C1 3-methyl-6-phenyl-1,4-dihydro-1,2,4,5-tetrazine